FC1=CC=C(C=C1)C1=C(C(=C(N1)C1CCN(CC1)C)C(C)O)C1=CC=NC=C1 (5-(4-fluorophenyl)-2-(1-methylpiperidin-4-yl)-4-(pyridin-4-yl)-1H-pyrrol-3-yl)ethan-1-ol